COC=1C=C(C=CC1OC)C(C)C(C(=O)N)=CC1=CNC2=NC=C(C=C21)C2=CC=C(C=C2)CN(C)C 1-(3,4-dimethoxyphenyl)ethyl-3-(5-(4-((dimethylamino)methyl)phenyl)-1H-pyrrolo[2,3-b]pyridin-3-yl)acrylamide